C(C)OC(C(=O)C1=C(C=C(C=C1)OC(C)C)C)=O.ClC1=C(C=C(OCC(=O)NC23CC(C2)(C3)NC(COCC(=O)NN)=O)C=C1)F 2-(4-chloro-3-fluorophenoxy)-N-{3-[2-(2-hydrazino-2-oxoethoxy)acetylamino]bicyclo[1.1.1]pentan-1-yl}acetamide ethyl-2-(4-isopropoxy-2-methylphenyl)-2-oxoacetate